(S)-6-((5-(1-amino-6-hydroxy-1,3-dihydrospiro[indene-2,4'-piperidin]-1'-yl)pyrazine-2-yl)thio)-5-chloro-3-(2-methoxyethyl)quinazolin-4(3H)-one N[C@@H]1C2=CC(=CC=C2CC12CCN(CC2)C=2N=CC(=NC2)SC=2C(=C1C(N(C=NC1=CC2)CCOC)=O)Cl)O